2-((4-(5-(7,8-dimethyl-[1,2,4]triazolo[1,5-a]pyridin-6-yl)-6-isopropyl-4H-pyrrolo[3,2-d]thiazol-2-yl)cyclohexyl)amino)-1-morpholinoethan-1-one CC1=C(C=2N(C=C1C1=C(C=3N=C(SC3N1)C1CCC(CC1)NCC(=O)N1CCOCC1)C(C)C)N=CN2)C